C(C)(=O)C1=C(C=CC(=C1)C(F)(F)F)/C=C/C1CN(C1)C(=O)OC(C)(C)C tert-Butyl 3-[(E)-2-[2-acetyl-4-(trifluoromethyl)phenyl]vinyl]azetidine-1-carboxylate